N1C(=O)NC(=O)NC1=O.[Na] sodium cyanuric acid salt